FC1([C@@H](CN(C1)C)NC1=NN2C(C(=N1)OC)=C(C(=C2)F)C=2C=C(C1=C(N(C=N1)CC(F)F)C2)F)F (R)-N-(4,4-difluoro-1-methylpyrrolidin-3-yl)-5-(1-(2,2-difluoroethyl)-4-fluoro-1H-benzo[d]imidazol-6-yl)-6-fluoro-4-methoxypyrrolo[2,1-f][1,2,4]triazin-2-amine